OC1=CC=C(C=C1)C1=CC(=C2C=NN(C2=C1)C1OCCCC1)[C@H]1[C@@H](OC1)N(C(OC(C)(C)C)=O)C tert-butyl trans-N-[3-[6-(4-hydroxyphenyl)-1-tetrahydropyran-2-yl-indazol-4-yl] oxetanyl]-N-methyl-carbamate